NC(C(=O)O)CC=1NC2=CC=CC=C2C1 alpha-aminoindolepropionic acid